O1C[C@@H](CC1)CO (3S)-tetrahydrofuran-3-ylmethanol